5-(1-ethoxypropyloxycarbonylmethyloxycarbonyl)-bicyclo[2.2.1]hept-2-ene C(C)OC(CC)OC(=O)COC(=O)C1C2C=CC(C1)C2